3-(4-((5-(2-chloro-4-phenoxybenzoyl)-7H-pyrrolo[2,3-d]pyrimidin-4-yl)amino)-[1,4'-bipiperidine]-1'-yl)azetidine-1-carboxylic acid tert-butyl ester C(C)(C)(C)OC(=O)N1CC(C1)N1CCC(CC1)N1CCC(CC1)NC=1C2=C(N=CN1)NC=C2C(C2=C(C=C(C=C2)OC2=CC=CC=C2)Cl)=O